CN1N=CC(=N1)C1=CC=C(C=C1)CN 1-[4-(2-methyl-2H-1,2,3-triazol-4-yl)phenyl]methanamine